4-[5-[4-(dimethylamino)piperidin-1-yl]-8-(7-fluoro-1,3-dimethyl-2-oxo-2,3-dihydro-1H-benzimidazol-5-yl)imidazo[1,2-c]pyrimidin-7-yl]benzonitrile CN(C1CCN(CC1)C1=NC(=C(C=2N1C=CN2)C2=CC1=C(N(C(N1C)=O)C)C(=C2)F)C2=CC=C(C#N)C=C2)C